C(C)(C)(C)OC(=O)N[C@H](C(=O)O)CCNC(=N)N (2S)-2-(tert-butoxycarbonyl-amino)-4-guanidino-butanoic acid